N-isopropyl-2-methyl-indazole C(C)(C)N1N(CC2=CC=CC=C12)C